2-(5-(cyclopropyl((1R,2R,3S,5S)-2-fluoro-8-azabicyclo[3.2.1]octan-3-yl)amino)pyrazin-2-yl)-4-fluoro-5-(1-methyl-1H-pyrazol-4-yl)phenol C1(CC1)N(C=1N=CC(=NC1)C1=C(C=C(C(=C1)F)C=1C=NN(C1)C)O)[C@@H]1[C@@H]([C@H]2CC[C@@H](C1)N2)F